NCC1=C(C=CC=C1)N1C=NC(=C1)C(C)(C)O 2-(1-(2-(aminomethyl)phenyl)-1H-imidazol-4-yl)propan-2-ol